BrC1=C2CCC(C2=CC=C1O)=O 4-Bromo-5-hydroxy-2,3-dihydro-1H-inden-1-one